5-chloro-1-(2,6-difluorobenzyl)-4-(2-(((1-fluorocyclopropyl)methyl)amino)ethyl)-1H-pyrazole ClC1=C(C=NN1CC1=C(C=CC=C1F)F)CCNCC1(CC1)F